(R)-3-((4-(2,6-diazaspiro[3.3]heptane-2-yl)phenyl)amino)-5-(3-(3-methyl-2-oxoimidazolidin-1-yl)piperidin-1-yl)pyrazine-2-carboxamide C1N(CC12CNC2)C2=CC=C(C=C2)NC=2C(=NC=C(N2)N2C[C@@H](CCC2)N2C(N(CC2)C)=O)C(=O)N